(S)-N-(3-(1-((2-ethyl-2H-pyrazolo[3,4-b]pyrazin-6-yl)amino)ethyl)phenyl)-4-((4-methylpiperazin-1-yl)methyl)benzamide C(C)N1N=C2N=C(C=NC2=C1)N[C@@H](C)C=1C=C(C=CC1)NC(C1=CC=C(C=C1)CN1CCN(CC1)C)=O